FC=1C=C(C=C(C1CN1CCOCC1)F)C=1C=CC=C2N=CC(=NC12)C=1C=NN(C1)C1CCN(CC1)C(=O)NCCCCOC=1C=C2CN(C(C2=CC1)=O)C1C(NC(CC1)=O)=O 4-(4-(8-(3,5-Difluoro-4-(morpholinomethyl)phenyl)quinoxalin-2-yl)-1H-pyrazol-1-yl)-N-(4-((2-(2,6-dioxopiperidin-3-yl)-1-oxoisoindolin-5-yl)oxy)butyl)piperidine-1-carboxamide